CO[Si](OC)(OC)CC1=CC=C(C=C1)C[Si](OC)(OC)OC 1,4-bis(trimethoxysilylmethyl)benzene